titanium chloride tri-n-butoxide [O-]CCCC.[O-]CCCC.[O-]CCCC.[Cl-].[Ti+4]